C(C(=C)C)(=O)OCC(CCC(CO)C)C 2,5-dimethylhexane-1,6-diol monomethacrylate